C(C=C)C1=C(CNC2=NC(=NC=C2C(=O)N)Cl)C=CC=C1 4-((2-allylbenzyl)amino)-2-chloropyrimidin-5-carboxamide